OCCN1N=C(C=C1C(NC(CC)CC)=O)C=1C=C(C=CC1)C=1OC(=CN1)C(=O)NC(CC)CC 2-(3-(1-(2-Hydroxyethyl)-5-(Pentan-3-Ylcarbamoyl)-1H-Pyrazol-3-Yl)Phenyl)-N-(Pentan-3-Yl)Oxazole-5-Carboxamide